1-(2-fluoro-5-(trifluoromethyl)phenyl)ethanone FC1=C(C=C(C=C1)C(F)(F)F)C(C)=O